NC=1C(N(C2=C(N1)SC(=C2C(C)O)C(=O)NC2CN(C2)C)C2=CC=C1C=CN(C1=C2)C2=CC=CC=C2)=O 3-amino-7-(1-hydroxyethyl)-N-(1-methylazetidin-3-yl)-2-oxo-1-(1-phenyl-1H-indol-6-yl)-1,2-dihydrothieno[2,3-b]pyrazine-6-carboxamide